3-(naphthalen-1-yloxy)propanoic acid C1(=CC=CC2=CC=CC=C12)OCCC(=O)O